3-(diethylamino)-2,2-dimethyl-1-propanol p-aminobenzoate CCN(CC)CC(C)(C)COC(=O)C1=CC=C(C=C1)N